C1(CCCCC1)C1=CC=C(C=C1)[C@H](C)OC([C@@H](NC(=O)C1=NC=CC(=C1OC(C)=O)OC)C)=O N-[[3-(acetyloxy)-4-methoxy-2-pyridinyl]carbonyl]-L-alanine (1S)-1-(4-cyclohexylphenyl)ethyl ester